5-(4-chlorobenzyl)-8-isopropyl-2,5,8-triazaspiro[3.5]nonane-6,9-dione ClC1=CC=C(CN2C3(CNC3)C(N(CC2=O)C(C)C)=O)C=C1